C(C(C)C)OC1=CC=C(C(=O)[O-])C=C1 4-isobutoxybenzoate